5-(Imidazo[1,2-a]pyridin-6-yl)-4-methoxy-N-(cis-4-(2-methoxyethoxy)cyclohexyl)pyrrolo[2,1-f][1,2,4]triazin-2-amine N=1C=CN2C1C=CC(=C2)C=2C=CN1N=C(N=C(C12)OC)N[C@@H]1CC[C@@H](CC1)OCCOC